ClC=1C=C(C=CC1)C(CN1C(N(C(C2=C1SC(=C2C)C=2SCCN2)=O)NC)=O)=O 1-(2-(3-chlorophenyl)-2-oxoethyl)-6-(4,5-dihydrothiazole-2-yl)-5-methyl-3-(methylamino)thieno[2,3-d]pyrimidine-2,4(1H,3H)-dione